9H-fluoren-9-ylmethyl (3aS,7R,7aS)-2,2-dimethyl-7-methylsulfonyloxy-4,6,7,7a-tetrahydro-3aH-[1,3]dioxolo[4,5-c]pyridine-5-carboxylate CC1(O[C@H]2[C@H](CN(C[C@H]2OS(=O)(=O)C)C(=O)OCC2C3=CC=CC=C3C=3C=CC=CC23)O1)C